C(C)(C)(C)OC(=O)N1[C@@H](C[C@H](CC1)OC1=NC(=NC(=C1)O[C@@H](C)[C@H]1N(C[C@@H](C1)F)C)C#N)CC#N (2R,4S)-4-({2-cyano-6-[(1S)-1-[(2S,4R)-4-fluoro-1-methyl-pyrrolidin-2-yl]ethoxy]pyrimidin-4-yl}oxy)-2-(cyanomethyl)piperidine-1-carboxylic acid tert-butyl ester